C1(CC1)C1=C(C(=NO1)C1=C(C=CC=C1Cl)Cl)CN1C[C@@H](N(CC1)C=1SC2=C(N1)C=C(C=C2OC)C(=O)N)C (S)-2-(4-((5-cyclopropyl-3-(2,6-dichlorophenyl)isoxazol-4-yl)methyl)-2-methylpiperazin-1-yl)-7-methoxybenzo[d]Thiazole-5-carboxamide